FC1=CC=C(C=C1)C=1C(C(=CN(C1)OC)C(=O)O)=O 5-(4-fluorophenyl)-1-methoxy-4-oxo-1,4-dihydropyridine-3-carboxylic acid